C(CCCCCCCCCCCCCC=C)O 15-hexadecen-1-ol